(S)-10-((5-Chloro-2-((S)-3-fluoro-3-methylpiperidin-1-yl)pyrimidin-4-yl)amino)-2-cyclopropyl-3,3-difluoro-7-methyl-1,2,3,4-tetrahydro-[1,4]oxazepino[2,3-c]chinolin-6(7H)-on ClC=1C(=NC(=NC1)N1C[C@@](CCC1)(C)F)NC1=CC=2C3=C(C(N(C2C=C1)C)=O)OCC([C@@H](N3)C3CC3)(F)F